6-(2-Aminobenzo[d]oxazol-5-yl)imidazo[1,2-a]pyridine-3-yl-morpholinomethanone NC=1OC2=C(N1)C=C(C=C2)C=2C=CC=1N(C2)C(=CN1)C(=O)N1CCOCC1